[Si](C)(C)(C(C)(C)C)OCC=1C=C(C=C(C1B1OCC(CO1)(C)C)Cl)NC1=NC=C(C(=N1)N[C@@H]1COCC[C@H]1C#N)C (trans)-3-((2-((3-(((tert-butyldimethylsilyl)oxy)methyl)-5-chloro-4-(5,5-dimethyl-1,3,2-dioxaborinan-2-yl)phenyl)amino)-5-methylpyrimidin-4-yl)amino)tetrahydro-2H-pyran-4-carbonitrile